FC(CN1N=NC2=C1C=C(C=C2)C=2C=CN1N=C(N=C(C12)OC)N[C@H]1CC(CN(C1)C(C)=O)(F)F)F (S)-1-(5-((5-(1-(2,2-difluoroethyl)-1H-benzo[d][1,2,3]triazol-6-yl)-4-methoxypyrrolo[2,1-f][1,2,4]triazin-2-yl)amino)-3,3-difluoropiperidin-1-yl)ethan-1-one